(trideuteriomethyl)benzenesulfonamide [2H]C([2H])([2H])C1=C(C=CC=C1)S(=O)(=O)N